7-butyl-3,4-dihydrospiro[pyrido[3,2-b][1,4]oxazine-2,3'-pyrrolidine] C(CCC)C1=CC=2OC3(CNCC3)CNC2N=C1